3-{6-[6-(dimethylamino)pyridin-3-yl]-1,3-benzoxazol-2-yl}propanamide CN(C1=CC=C(C=N1)C1=CC2=C(N=C(O2)CCC(=O)N)C=C1)C